C1(CC1)C1=CC=C(C=C1)C=1N=C2N(C=CC=N2)C1CN1CC2CCC(C1)N2C(=O)OC(C)(C)C tert.-Butyl 3-{[2-(4-cyclopropylphenyl)imidazo[1,2-a]pyrimidin-3-yl]methyl}-3,8-diazabicyclo-[3.2.1]octane-8-carboxylate